BrC=1C=C(C=CC1)C1(CCC1)C(F)(F)C1=NN=CN1C ((1-(3-bromophenyl)cyclobutyl)difluoromethyl)-4-methyl-4H-1,2,4-triazole